tert-butyl-(2-(4-((tert-butoxycarbonyl)amino)-4-methylpiperidin-1-yl)-5-(2,3-dichlorophenyl)-6-methylpyrimidine-4-carbonyl)glycine Copper chromite [Cr](=O)([O-])[O-].[Cu+2].C(C)(C)(C)N(CC(=O)O)C(=O)C1=NC(=NC(=C1C1=C(C(=CC=C1)Cl)Cl)C)N1CCC(CC1)(C)NC(=O)OC(C)(C)C